Methyl (E)-3-(3-(2-morpholinoethoxy)styryl)benzoate O1CCN(CC1)CCOC=1C=C(/C=C/C=2C=C(C(=O)OC)C=CC2)C=CC1